5-{2-[(6-chloro-5-fluoropyridin-3-yl)oxy]Acetamido}-2-[N'-(3,4-dichlorobenzoyl)hydrazinocarbonyl]Piperidine-1-carboxylic acid tert-butyl ester C(C)(C)(C)OC(=O)N1C(CCC(C1)NC(COC=1C=NC(=C(C1)F)Cl)=O)C(=O)NNC(C1=CC(=C(C=C1)Cl)Cl)=O